CS(=O)(=O)OCC(CC(=O)O)CC=C.C(N)(=O)CC(C(=O)N1C(CC(C1)F)C(=O)NC(C1=CC=CC=C1)C1=CC(=C(C=C1)C(C)C)F)NC(C)=O 1-(3-Carbamoyl-2-acetamidopropionyl)-4-fluoro-N-{[3-fluoro-4-(propan-2-yl)phenyl](phenyl)methyl}pyrrolidine-2-carboxamide 3-((methylsulfonyloxy)methyl)hex-5-enoate